13-(9H-fluoren-9-yl)-2-methyl-8,11-dioxo-5,7,12-trioxa-2,3,4,10-tetraazatridec-3-en-3-oxide C1=CC=CC=2C3=CC=CC=C3C(C12)COC(NCC(OCON=[N+](N(C)C)[O-])=O)=O